3-Ethylsulfonyl-5-(trifluoromethyl)pyridine-2-carboxylic acid methyl ester COC(=O)C1=NC=C(C=C1S(=O)(=O)CC)C(F)(F)F